(3R,5'S)-1'-(methyl-L-leucyl)-2-oxospiro[indoline-3,3'-pyrrolidine]-5'-carboxamide hydrochloride Cl.CN[C@@H](CC(C)C)C(=O)N1C[C@]2(C[C@H]1C(=O)N)C(NC1=CC=CC=C12)=O